butylene-bis(6-tert-butyl-m-cresol) C(CCCC1=C(C=CC(=C1O)C(C)(C)C)C)C1=C(C=CC(=C1O)C(C)(C)C)C